ClC1=C(C=CC=C1C1=C2C=NN(C2=CC=C1)C1=CC(=C(C(=C1)OC)CN[C@@H]1C[C@@H](C1)O)OC)C1=CC=C(C(=N1)OC)CN1CC2(C1)CNC(C2)=O 2-((6-(2-chloro-3-(1-(4-(((cis-3-hydroxycyclobutyl)amino)methyl)-3,5-dimethoxyphenyl)-1H-indazol-4-yl)phenyl)-2-methoxypyridin-3-yl)methyl)-2,6-diazaspiro[3.4]octan-7-one